COC=1N=NC2=CC(=CC=C2C1)C1=NC(=CC=C1C=1C=NN(C1)CC1CC2(C1)CCC2)C 3-methoxy-7-{6-methyl-3-[1-(spiro[3.3]hept-2-ylmethyl)-1H-pyrazol-4-yl]pyridin-2-yl}cinnoline